BrC1=CC=2C(C3=CC=C(C=C3C(C2C=C1)=O)Br)=O 2,6-dibromo-9,10-anthracenedione